C(C)(C)(C)C1=C(C(O)=CC=C1)O t-butyl-catechol